2,3,3,3-tetrafluoro-2-(trifluoromethyl)propionitrile FC(C#N)(C(F)(F)F)C(F)(F)F